N1N=CC(=C1)C=1SC=C(N1)C(=O)NC=1C(=NN(C1)C1CC(C1)OCC(F)(F)F)C1=NC=CC=C1 2-(1H-pyrazol-4-yl)-N-(3-(pyridin-2-yl)-1-((1r,3r)-3-(2,2,2-trifluoroethoxy)cyclobutyl)-1H-pyrazol-4-yl)thiazole-4-carboxamide